5-fluoro-3-(piperidin-4-yl)quinazolin-4(3H)-one FC1=C2C(N(C=NC2=CC=C1)C1CCNCC1)=O